azinobis(3-ethylbenzothiazoline-6-sulfonic acid)-diammonium salt [NH4+].[NH4+].N(N=S1CN(C2=C1C=C(C=C2)S(=O)(=O)[O-])CC)=S2CN(C1=C2C=C(C=C1)S(=O)(=O)[O-])CC